3-(3-(1-methoxyprop-1-en-2-yl)phenyl)oxetane-3-carboxylic acid oxetane-3-carboxylate O1CC(C1)C(=O)O.COC=C(C)C=1C=C(C=CC1)C1(COC1)C(=O)O